4-{[2-carboxy-5-(4,4-dimethylcyclohexyl)phenyl]carbamoyl}-6-fluorobenzene-1,3-dicarboxylic acid C(=O)(O)C1=C(C=C(C=C1)C1CCC(CC1)(C)C)NC(=O)C1=C(C=C(C(=C1)F)C(=O)O)C(=O)O